C(C)OC(\C(=C/C(=O)OCC)\CCCCCC)=O.OCCNC(C=C)=O N-hydroxyethylacrylamide diethylhexyl-maleate